methyl 4-(3-(3-fluoro-5-(trifluoromethyl)pyridin-2-yl)ureido)-3-iodobenzoate FC=1C(=NC=C(C1)C(F)(F)F)NC(NC1=C(C=C(C(=O)OC)C=C1)I)=O